ClC=1C=C(OC2=C(C=C(C=C2)NC(CC2=C(C(=CC=C2Cl)C(F)(F)F)Cl)=O)S(N)(=O)=O)C=CC1 N-[4-(3-chlorophenoxy)-3-sulfamylphenyl]-2-[2,6-dichloro-3-(trifluoromethyl)phenyl]acetamide